FC=1C(=C(C=C(C1)F)C1C2=C(NC(=C1C(=O)OC)CF)COC2=O)C(F)(F)F methyl 4-(3,5-difluoro-2-(trifluoromethyl)phenyl)-2-(fluoromethyl)-5-oxo-1,4,5,7-tetrahydrofuro[3,4-b]pyridine-3-carboxylate